[Si](C1=CC=CC=C1)(C1=CC=CC=C1)(C(C)(C)C)OCCC(C)N1N=C(C=2C=NC(=CC21)Cl)C=2N(C=CC2)CCN(C)C 2-[2-[1-[3-[tert-butyl(diphenyl)silyl]oxy-1-methyl-propyl]-6-chloro-pyrazolo[4,3-c]pyridin-3-yl]pyrrol-1-yl]-N,N-dimethyl-ethanamine